CN(C\C=C/1\C(N(CC1)C1=CC2=C(N=CN=C2NC2=CC(=C(C=C2)OC2=CC=3N(C=C2)C(=CN3)C)C)C=N1)=O)C (3E)-3-[2-(dimethylamino)ethylidene]-1-(4-{[3-methyl-4-({3-methylimidazo[1,2-a]pyridin-7-yl}oxy)phenyl]amino}pyrido[3,4-d]pyrimidin-6-yl)pyrrolidin-2-one